C1=CC=CC2=CC(=CC=C12)C(=O)N 6-naphthamide